C(C1=CC=CC=C1)NC(N(C1=NC=C(C=C1)C=1C=NN(C1)C)[C@@H]1CC[C@H](CC1)NC1=NC=C(C(=N1)NCCCO)C#N)=O 3-benzyl-1-(trans-4-((5-cyano-4-((3-hydroxy-propyl)amino)-pyrimidin-2-yl)-amino)cyclohexyl)-1-(5-(1-methyl-1H-pyrazol-4-yl)-pyridin-2-yl)urea